(4-(tert-butyl)piperazin-1-yl)(4-((4-(1-ethyl-3-(pyridin-3-yl)-1H-pyrazol-4-yl)pyrimidin-2-yl)amino)phenyl)methanone C(C)(C)(C)N1CCN(CC1)C(=O)C1=CC=C(C=C1)NC1=NC=CC(=N1)C=1C(=NN(C1)CC)C=1C=NC=CC1